rac-tert-butyl (RS)-2-(2-chloro-1-benzothiophen-6-yl)-6-methyl-3-(pyridin-4-yl)-6,7-dihydropyrazolo[1,5-a]pyrazine-5(4H)-carboxylate ClC=1SC2=C(C1)C=CC(=C2)C2=NN1C(CN([C@@H](C1)C)C(=O)OC(C)(C)C)=C2C2=CC=NC=C2 |r|